7-cyclopropyl-6-hydroxypyrazolo-[1,5-a]pyridine-3-carboxylic acid methyl ester COC(=O)C=1C=NN2C1C=CC(=C2C2CC2)O